(S)-(4-(4-fluoropyrazolo[1,5-a]pyridin-2-yl)-1,4,6,7-tetrahydro-5H-imidazo[4,5-c]pyridin-5-yl)(2-(pyridin-2-yl)oxazol-5-yl)methanone FC=1C=2N(C=CC1)N=C(C2)[C@H]2N(CCC1=C2N=CN1)C(=O)C1=CN=C(O1)C1=NC=CC=C1